BrC1=CC=C(C=C1)S(=O)(=O)OC1(OC(=NN1)SCCCOC1=C(OC2=CC(=CC(=C2C1=O)OC)OC)C1=CC(=C(C(=C1)OC)OC)OC)C (methyl 5-((3-((5,7-dimethoxy-4-oxo-2-(3,4,5-trimethoxyphenyl)-4H-chromen-3-yl) oxy) propyl) thio)-1,3,4-oxadiazol-2-yl) 4-bromobenzenesulfonate